C1=C(C=CC=2C3=CC=CC=C3NC12)CC(=O)NCC1=CC(=CC=C1)OC 2-(9H-carbazol-2-yl)-N-(3-methoxybenzyl)acetamide